2(S)-AMINO-4-AZIDO-BUTANOIC ACID N[C@H](C(=O)O)CCN=[N+]=[N-]